C(C)(=O)C=1C=C(OC=2C=CC(=C(C2)C2(N(C(CC2)=O)C)C(=O)N)OC)C=CC1 (5-(3-Acetylphenoxy)-2-methoxyphenyl)-1-methyl-5-oxopyrrolidine-2-carboxamide